Perfluoro-1-undecyl alcohol FC(C(C(C(C(C(C(C(C(C(C(F)(F)F)(F)F)(F)F)(F)F)(F)F)(F)F)(F)F)(F)F)(F)F)(F)F)(F)O